[C@H]12CN(C[C@H](CC1)N2)C2=NC(=NC1=C(C(=CC=C21)C2=CC(=CC1=CC=CC(=C21)Cl)O)C)OC[C@]21CCCN1C[C@@H](C2)F 4-(4-((1R,5S)-3,8-diazabicyclo[3.2.1]octan-3-yl)-2-(((2R,7aS)-2-fluorotetrahydro-1H-pyrrolizin-7a(5H)-yl)methoxy)-8-methylquinazolin-7-yl)-5-chloronaphthalen-2-ol